OC(CN(CCCC(=O)OCCN1CCN(CC1)CCSSCCCN(CC(CCCCCC\C=C/C\C=C/C\C=C/CC)O)CC(CCCCCC\C=C/C\C=C/C\C=C/CC)O)CC(CCCCCCCCCC)O)CCCCCCCCCC 2-(4-(2-((3-(Bis((9Z,12Z,15Z)-2-hydroxyoctadeca-9,12,15-trien-1-yl)amino)propyl)disulfaneyl)ethyl)piperazin-1-yl)ethyl 4-(bis(2-hydroxydodecyl)amino)butanoate